CN1C(N(C2=CC=CC=C21)C)C3=CC=CC=C3 1,3-dimethyl-2-phenylbenzimidazoline